1-((R)-3'-(2-((5S)-2-(3,4-difluorophenyl)-5-methylpyrrolidin-1-yl)-2-oxoethyl)-2',4'-dioxo-2,3-dihydrospiro[indene-1,5'-oxazolidine]-5-yl)-3-methylurea FC=1C=C(C=CC1F)C1N([C@H](CC1)C)C(CN1C(O[C@]2(C1=O)CCC1=CC(=CC=C12)NC(=O)NC)=O)=O